3-Bromo-2-((5-((tert-butyldimethylsilyl)oxy)pentyl)oxy)-6-methylpyridine BrC=1C(=NC(=CC1)C)OCCCCCO[Si](C)(C)C(C)(C)C